aminomethoxymethyl-melamine NCOCNC1=NC(=NC(=N1)N)N